NC1CC(C1)C(=O)NCCCNC(C1=C(C=C(C=C1)NC=1C=2N(C=CN1)C(=CN2)C=2C(=NN(C2)CC#N)C(F)(F)F)CC)=O N-(3-((1s,3s)-3-aminocyclobutane-1-carboxamido)propyl)-4-((3-(1-(cyanomethyl)-3-(trifluoromethyl)-1H-pyrazol-4-yl)imidazo[1,2-a]pyrazin-8-yl)amino)-2-ethylbenzamide